4-fluoro-3-(2-{[1-(3-methoxy(2-pyridyl))-isopropyl]amino}pyrimidin-5-yl)benzenecarbonitrile FC1=C(C=C(C=C1)C#N)C=1C=NC(=NC1)NC(C)(C)C1=NC=CC=C1OC